[Ca+2].C1(C(CCCC1)C(=O)[O-])C(=O)[O-] 1,2-cyclohexanedicarboxylic ACID, CALCIUM SALT